OCC=1C=CC(=NC1C)C1=C(C(=NO1)C)NC(O[C@H](C)C1=C(C=CC=C1)Cl)=O (R)-1-(2-chlorophenyl)ethyl (5-(5-(hydroxymethyl)-6-methylpyridin-2-yl)-3-methylisoxazol-4-yl)carbamate